hexyl-(octyl)phosphinic acid C(CCCCC)P(O)(=O)CCCCCCCC